ClC1=C(C=CC=C1)N1C(=NC(=C1)C(=O)OCC)C ethyl 1-(2-chlorophenyl)-2-methyl-1H-imidazole-4-carboxylate